ClC1=C2C(=NC(=NC2=CC=C1)CCl)C 5-Chloro-2-(chloromethyl)-4-methylquinazoline